N1=C2C=3C=NC=NC3C3=C(C2=NC=C1)N=CC=N3 1,4,5,8,9,11-hexaazabenzophenanthrene